6-chloro-3-(1H-imidazol-1-yl)-2-(3-(trifluoromethyl)-1H-1,2,4-triazol-5-yl)-1H-pyrrolo-[3,2-b]pyridin-5-ol ClC=1C=C2C(=NC1O)C(=C(N2)C2=NC(=NN2)C(F)(F)F)N2C=NC=C2